ClC1=C(C=CC=C1)C1=NNC2=CC=C(C=C12)C(C)N1CC(C1)NC(=O)C=1N=NN(C1)C1CC1 N-(1-(1-(3-(2-chlorophenyl)-1H-indazol-5-yl)ethyl)azetidin-3-yl)-1-cyclopropyl-1H-1,2,3-triazole-4-carboxamide